sodium diphenylethene C1(=CC=CC=C1)C=CC1=CC=CC=C1.[Na]